C(C1=CC=CC=C1)OC([C@H](NC([C@@H](N)CC(=O)O)=O)C)=O L-aspartyl-D-alanine benzyl ester